C1(CCCC1)[C@@H](C1=CC=C(C=C1)F)C1N(C(C2=CC=C(C=C12)C(=O)N)=O)[C@@H]1C(NC(CC1)=O)=O ((S)-cyclopentyl(4-fluorophenyl)methyl)-2-((S)-2,6-dioxopiperidin-3-yl)-1-oxoisoindoline-5-carboxamide